C(C)OC(CN1CCC(CC1)N(C)C1=NC=CC(=N1)N(C)C1=NNC(=C1)C1CC1)=O.CSC1=NC=CC(=C1)NC(=O)C1=CC=C(C=C1)C(F)(F)F N-(2-(methylthio)pyridin-4-yl)-4-(trifluoromethyl)benzeneformamide ethyl-2-(4-((4-((5-cyclopropyl-1H-pyrazol-3-yl)(methyl)amino)pyrimidin-2-yl)(methyl)amino)piperidin-1-yl)acetate